4-(2-((2-chloroquinolin-4-yl)amino)ethyl)benzenesulfonamide ClC1=NC2=CC=CC=C2C(=C1)NCCC1=CC=C(C=C1)S(=O)(=O)N